C(=O)O.ClC=1C=C(C=CC1C(=O)N1CCN(CC1)C(=O)C1CCNCC1)NC(=O)C=1N(C(=CN1)C=1C(=NN(C1)CC(=O)NC)C(F)(F)F)C N-(3-chloro-4-(4-(piperidine-4-carbonyl)piperazine-1-carbonyl)phenyl)-1-methyl-5-(1-(2-(methylamino)-2-oxoethyl)-3-(trifluoromethyl)-1H-pyrazol-4-yl)-1H-imidazole-2-carboxamide formate